formic acid 2,4a,5,8a-tetramethyl-1,2,3,4,4a,7,8,8a-octahydronaphthalen-1-yl ester CC1C(C2(CCC=C(C2(CC1)C)C)C)OC=O